NC1=C(C=CC=C1)C(CC(C(=O)OC)NC(C[N+](C)(C)C)=O)=O 2-((4-(2-aminophenyl)-1-methoxy-1,4-dioxobutan-2-yl)amino)-N,N,N-trimethyl-2-oxoethan-1-aminium